Methyl (E)-(4-(5-hydroxy-3-methoxy-2-(3-methylbut-2-en-1-yl)styryl)-2-methoxyphenyl)glycinate OC=1C=C(C(=C(/C=C/C2=CC(=C(C=C2)NCC(=O)OC)OC)C1)CC=C(C)C)OC